NC=1SC2=C(N1)C(=CC=C2F)C2=C(C=C1C=CC(=NC1=C2F)N=C(C2=CC=CC=C2)C2=CC=CC=C2)Cl 7-(2-Amino-7-fluorobenzo[d]thiazol-4-yl)-6-chloro-2-((diphenylmethylene)amino)-8-fluoroquinoline